(1R,5R)-spiro[bicyclo[3.1.0]hexane-2,2'-[1,3]dithiol]-3-one S1C2(SC=C1)[C@@H]1C[C@@H]1CC2=O